CN1CCC[C@H]2C=3N(CC[C@@H]12)C(C1=C(N3)C=NC=C1)=O |r| (±)-(4aR,13bR)-4-methyl-1,2,3,4,4a,5,6,13b-octahydro-8H-pyrido[3',4':4,5]pyrimido[2,1-f][1,6]naphthyridin-8-one